7-bromo-2,6-dichloro-5,8-difluoro-3-(2-trimethylsilylethoxymethyl)quinazolin-4-one BrC1=C(C(=C2C(N(C(=NC2=C1F)Cl)COCC[Si](C)(C)C)=O)F)Cl